O=CC1C(CCCC1)S(=O)(=O)[O-] 2-oxomethylcyclohexylsulfonate